rac-N-[(4-cyclopentyl-2,5-dioxoimidazolidin-4-yl)methyl]-4'-(trifluoromethyl)[biphenyl]-2-carboxamide C1(CCCC1)[C@@]1(NC(NC1=O)=O)CNC(=O)C=1C(=CC=CC1)C1=CC=C(C=C1)C(F)(F)F |r|